BrC1=CC(=C(C=C1)O)C=C(C)C 4-bromo-2-(2-methylprop-1-enyl)phenol